N1C=CC2=CC(=CC=C12)NC(=O)C12C(C(=NO1)C=1C=NC=CC1)C1CCC2C1 N-(1H-Indol-5-yl)-3-(pyridin-3-yl)-3a,4,5,6,7,7a-hexahydro-4,7-methylenebenzo[d]isoxazole-7a-carboxamide